4-(2-(3-bromo-4-fluorobenzoyl)-3-oxopentyl)-N,N-bis(4-methoxybenzyl)benzenesulfonamide BrC=1C=C(C(=O)C(CC2=CC=C(C=C2)S(=O)(=O)N(CC2=CC=C(C=C2)OC)CC2=CC=C(C=C2)OC)C(CC)=O)C=CC1F